C(=O)C1=NN(C(=C1)C(=O)OC)C methyl 3-formyl-1-methyl-1H-pyrazole-5-carboxylate